ethyl 4-methyl-2-(4-cyanophenyl)-1-hydroxy-1H-imidazole-5-carboxylate CC=1N=C(N(C1C(=O)OCC)O)C1=CC=C(C=C1)C#N